C(OC1=C(C(NC12CCN(CC2)OC)=O)C2=C(C=C(C=C2C)Cl)C)(OCC)=O 3-(4-chloro-2,6-dimethylphenyl)-8-methoxy-2-oxo-1,8-diazaspiro[4.5]dec-3-en-4-yl ethyl carbonate